CCN(CC)CC1=C(C=CC(=C1)NC2=C3C=CC(=CC3=NC=C2)Cl)O The molecule is a quinoline having a chloro group at the 7-position and an aryl amino group at the 4-position. It has a role as an antimalarial, a non-steroidal anti-inflammatory drug, a drug allergen, a prodrug, an EC 2.1.1.8 (histamine N-methyltransferase) inhibitor and an anticoronaviral agent. It is a member of phenols, an aminoquinoline, a secondary amino compound, a tertiary amino compound and an organochlorine compound. It is a conjugate base of an amodiaquine(1+).